6-(piperidin-4-ylmethoxy)-2-(4-trifluoromethyl-pyridin-2-yl)-3H-quinazolin-4-one N1CCC(CC1)COC=1C=C2C(NC(=NC2=CC1)C1=NC=CC(=C1)C(F)(F)F)=O